1,4-dimethoxy-methyl-benzene COC1=C(C=C(C=C1)OC)C